OC=1C=CC=C2C=CC(=NC12)\C=C/1\C(NC(=N1)NC1=CC=CC=C1)=O (Z)-5-((8-hydroxyquinolin-2-yl)methylene)-2-(phenylamino)-3,5-dihydro-4H-imidazol-4-one